C(CCO)O Propan-1,3-diol